2-Amino-6-(1H-indol-4-ylmethylsulfanyl)-4-[4-(oxetan-3-yloxy)phenyl]-pyridine-3,5-dicarbonitrile NC1=NC(=C(C(=C1C#N)C1=CC=C(C=C1)OC1COC1)C#N)SCC1=C2C=CNC2=CC=C1